C(C)(C)(C)C=1C=C(C2=C(N=C(O2)C(=O)[O-])C1)C(C)(C)C 5,7-di-tert-butylbenzoxazole-2-carboxylate